6-(tert-butoxy)-6-oxo-caproic acid C(C)(C)(C)OC(CCCCC(=O)O)=O